FS(=O)(=O)N.[Li] lithium monofluorosulfonamide